[F].C(\C=C\C1=CC(O)=C(O)C=C1)(=O)O caffeic acid fluorine